(R)-(4-fluorophenyl)(3-(3-(isopropyl-(methyl)amino)-1,2,4-thiadiazol-5-yl)-8-methyl-5,6-dihydro-[1,2,4]triazolo[4,3-a]pyrazin-7(8H)-yl)methanone FC1=CC=C(C=C1)C(=O)N1[C@@H](C=2N(CC1)C(=NN2)C2=NC(=NS2)N(C)C(C)C)C